ClC=1C=C(C=NC1N1N=CC=N1)NC(=O)C=1C=NN(C1C(F)(F)F)C=1C(=NC=CC1)OC N-(5-chloro-6-(2H-1,2,3-triazol-2-yl)pyridin-3-yl)-1-(2-methoxypyridin-3-yl)-5-(trifluoromethyl)-1H-pyrazole-4-carboxamide